IC=1C=C2C(=NC=NC2=CC1)NC1=CC(=C(C=C1)OC1=CC=2N(C=C1)N=CN2)C 6-iodo-N-(3-methyl-4-{[1,2,4]triazolo[1,5-a]pyridin-7-yloxy}phenyl)quinazolin-4-amine